1-propyl-2-butylpyrrolium chloride [Cl-].C(CC)[NH+]1C(=CC=C1)CCCC